FC1=C(C(=CC=C1)OC)C=1C=C2C(=CN1)NN=C2C2=C(C(=O)N)C=CC=C2N2CCN(CC2)C (5-(2-fluoro-6-methoxyphenyl)-1H-pyrazolo[3,4-c]pyridin-3-yl)-3-(4-methylpiperazin-1-yl)benzamide